6-Fluoro-1-methyl-2-(4-(methylsulfonyl)phenyl)-5-(1-(8-(tetrahydro-2H-pyran-4-yl)-8-azabicyclo[3.2.1]octan-3-yl)piperidin-4-yl)-1H-benzo[d]imidazol FC=1C(=CC2=C(N(C(=N2)C2=CC=C(C=C2)S(=O)(=O)C)C)C1)C1CCN(CC1)C1CC2CCC(C1)N2C2CCOCC2